Methyl 2-[4-[2-(5-isopropoxy-1-tetrahydropyran-2-yl-indazol-3-yl) pyrimidin-4-yl]-3-methyl-pyrazol-1-yl]acetate C(C)(C)OC=1C=C2C(=NN(C2=CC1)C1OCCCC1)C1=NC=CC(=N1)C=1C(=NN(C1)CC(=O)OC)C